N1=C2C(=CC=C1)C(COC2)N 6,8-dihydro-5H-pyrano[3,4-b]pyridin-5-amine